3-fluoromethylazetidine FCC1CNC1